C(#N)C1=C(C=C(C=C1)NC(CN1N=CC(=C(C1=O)Cl)Cl)=O)NS(=O)(=O)CCC1=CC=CC=C1 N-(4-cyano-3-(2-phenylethylsulfonamido)phenyl)-2-(4,5-dichloro-6-oxopyridazin-1(6H)-yl)acetamide